4-(5'-(4-fluorophenyl)-9'-hydroxy-4',4'-dimethyl-4',5'-dihydro-3'H-spiro[cyclobutane-1,1'-pyrano[4,3-b]indol]-3-yl)benzoic acid FC1=CC=C(C=C1)N1C2=C(C=3C(=CC=CC13)O)C1(OCC2(C)C)CC(C1)C1=CC=C(C(=O)O)C=C1